CC=1N(C(=CC1)C)CCCCCCCCCCCCCCCCCC 2,5-dimethyl-1-octadecyl-1H-pyrrole